2-Bromo-5-difluoromethoxypyridine BrC1=NC=C(C=C1)OC(F)F